1,2-bis(4-amino-3,5-dicarboxyphenyl)ethane NC1=C(C=C(C=C1C(=O)O)CCC1=CC(=C(C(=C1)C(=O)O)N)C(=O)O)C(=O)O